ClC1=NC=C(C=C1)C(C(F)F)C 2-chloro-5-(1,1-difluoropropan-2-yl)pyridine